FC1=C(C=C(OC2CCN(CC2)C(CNC(=O)C=2N=CN(C2)C2=CC=CC=C2)=O)C=C1)C(F)(F)F 1-Phenyl-1H-imidazole-4-carboxylic acid {2-[4-(4-fluoro-3-trifluoromethyl-phenoxy)-piperidin-1-yl]-2-oxo-ethyl}-amide